ClC=1C(N(N=CC1N[C@@H](C)[C@H]1COCCC1)C1=CC=C(C=C1)N(C1=CC=C(C=C1)F)C)=O 4-chloro-2-[4-(4-fluoro-N-methyl-anilino)phenyl]-5-[[(1S)-1-[(3S)-tetrahydropyran-3-yl]ethyl]amino]pyridazin-3-one